4-{[2-Carbamoyl-6-(2-chloro-pyridin-4-yl)-3-methyl-imidazo[1,2-a]pyrazin-8-ylamino]-methyl}-piperidine-1-carboxylic acid tert-butyl ester C(C)(C)(C)OC(=O)N1CCC(CC1)CNC=1C=2N(C=C(N1)C1=CC(=NC=C1)Cl)C(=C(N2)C(N)=O)C